4-(2-hydroxyethanesulfonylamino)-N-(2-methyl-1,2,3,4-tetrahydrobenzo[4,5]imidazo[1,2-a]pyrazin-9-yl)-2-(6-azaspiro[2.5]octan-6-yl)benzamide OCCS(=O)(=O)NC1=CC(=C(C(=O)NC2=CC=CC3=C2N=C2N3CCN(C2)C)C=C1)N1CCC2(CC2)CC1